(2R,4S)-1-tert-butoxycarbonyl-4-hydroxy-pyrrolidine-2-carboxylic acid C(C)(C)(C)OC(=O)N1[C@H](C[C@@H](C1)O)C(=O)O